(S) or (R)-N'-((3-cyclopropyl-2-(trifluoromethyl)-6,7-dihydro-5H-cyclopenta[b]pyridin-4-yl)carbamoyl)-4-(2-hydroxypropan-2-yl)thiophene-2-sulfonimidamide C1(CC1)C=1C(=C2C(=NC1C(F)(F)F)CCC2)NC(=O)N=[S@@](=O)(N)C=2SC=C(C2)C(C)(C)O |o1:20|